(2-ethyl-2-methyl-1,3-dioxolan-4-yl) acrylate C(C=C)(=O)OC1OC(OC1)(C)CC